[Si](C)(C)(C(C)(C)C)OC1CC(C1)N1C(C[C@@H](C1)C1=C(C(=CC=C1OCOCC[Si](C)(C)C)Cl)Cl)=S |r| rac-1-((1r,3r)-3-((tert-butyldimethylsilyl)oxy)cyclobutyl)-4-(2,3-dichloro-6-((2-(trimethylsilyl)ethoxy)methoxy)phenyl)pyrrolidine-2-thione